ClC1=CC(=C(C=C1N1CCOCC1)N)N 4-chloro-5-(4-morpholinyl)-1,2-phenylenediamine